C(C(=C)C)(=O)N methAcrylamide